CN1CC(C1)(C)[C@@](C=1C=C(C=NC1)C1=NOC(=N1)C(C)(C)O)(C1=CC=C(C=C1)C(F)(F)F)O 2-(3-{5-[(R)-(1,3-dimethyl-azetidin-3-yl)-hydroxy-(4-trifluoromethyl-phenyl)-methyl]-pyridin-3-yl}-[1,2,4]Oxadiazol-5-yl)-propan-2-ol